N-[7-Amino-1-(2-trimethylsilylethoxymethyl)pyrazolo[3,4-c]pyridin-4-yl]-2-oxo-2-[(2R,5S)-2-(1,3-benzothiazol-5-yl)-5-methyl-1-piperidyl]acetamide NC=1N=CC(=C2C1N(N=C2)COCC[Si](C)(C)C)NC(C(N2[C@H](CC[C@@H](C2)C)C=2C=CC1=C(N=CS1)C2)=O)=O